2,9-Dichloro-1,10-phenanthroline ClC1=NC2=C3N=C(C=CC3=CC=C2C=C1)Cl